1-(naphthylmethyl)-2-cyanopyridinium C1(=CC=CC2=CC=CC=C12)C[N+]1=C(C=CC=C1)C#N